FC(C(C(F)(F)F)OC(=O)N1CC2C(C1)CN(C2)CC2=C(C=C(C=C2)C(F)(F)F)NCCCC(=O)O)(F)F 4-((2-((5-(((1,1,1,3,3,3-Hexafluoropropan-2-yl)oxy)carbonyl)hexahydropyrrolo[3,4-c]pyrrol-2(1H)-yl)methyl)-5-(trifluoromethyl)phenyl)amino)butanoic acid